O1N=C(C=C1)COC1=C(C=C2C=C(NC2=C1)CNC(=O)C1(CC1)C)CC(F)(F)F N-((6-(isoxazol-3-ylmethoxy)-5-(2,2,2-trifluoroethyl)-1H-indol-2-yl)methyl)-1-methylcyclopropane-1-carboxamide